NC1=CC=2N(C=C1OC)N=C(C2)CCC(C([2H])([2H])[2H])(O)C([2H])([2H])[2H] 4-(5-amino-6-methoxy-pyrazolo[1,5-a]pyridin-2-yl)-1,1,1-trideuterio-2-(trideuteriomethyl)butan-2-ol